((1-carboxyethyl)thio)propanoic acid C(=O)(O)C(C)SC(C(=O)O)C